2-(difluoromethoxy)-5-fluoro-N-(3-fluorobenzyl)-N-methylnicotinamide FC(OC1=C(C(=O)N(C)CC2=CC(=CC=C2)F)C=C(C=N1)F)F